BrC1=CC=C(C=2C=NNC12)C(=O)N1[C@@H]2C=3C(=NN(C3CC1)C1=CC=C(C=C1)C1CCC1)OCCN(C2)C(C=C)=O |o1:13| (R or S)-1-(5-(7-bromo-1H-indazole-4-carbonyl)-2-(4-cyclobutylphenyl)-2,3,4,5,5a,6,8,9-octahydro-7H-10-oxa-1,2,5,7-tetraazacycloocta[cd]inden-7-yl)prop-2-en-1-one